(5-tert-butyl-1,2,4-oxadiazole-3-carbonyl)oxylithium C(C)(C)(C)C1=NC(=NO1)C(=O)O[Li]